ClC1=C(C=CC=C1OCCCN1CC(C1)O)C=1C=C(NN2SC3=C(C2)C=CC=C3)C=CC1 N-(3-(2-chloro-3-(3-(3-hydroxyazetidin-1-yl)propoxy)phenyl)anilino)benzisothiazol